tert-Butyl (S)-5-(((R)-tert-butylsulfinyl)amino)-3-chloro-5,7-dihydrospiro[cyclopenta[b]pyridine-6,4'-piperidine]-1'-carboxylate C(C)(C)(C)[S@@](=O)N[C@@H]1C=2C(=NC=C(C2)Cl)CC12CCN(CC2)C(=O)OC(C)(C)C